The molecule is an indole alkaloid cation that is the conjugate acid of chanoclavine-I aldehyde obtained by protonation of the secondary amino group. Major species at pH 7.3 It is a conjugate acid of a chanoclavine-I aldehyde. C/C(=C\\[C@H]1[C@@H](CC2=CNC3=CC=CC1=C23)[NH2+]C)/C=O